CN(C1CCN(CC1)C1=NC2=CC=C(C=C2C(=N1)NC1CCN(CC1)C(C)C)OC)C 2-(4-(dimethylamino)piperidine-1-yl)-N-(1-isopropylpiperidine-4-yl)-6-methoxyquinazoline-4-amine